N-(5-(2-(2,2-dimethylazetidin-1-yl)acetamido)-2-methylpyridin-3-yl)-2-(1-methyl-1H-pyrazol-4-yl)pyrazolo[5,1-b]thiazole-7-carboxamide CC1(N(CC1)CC(=O)NC=1C=C(C(=NC1)C)NC(=O)C=1C=NN2C1SC(=C2)C=2C=NN(C2)C)C